2-(6-bromo-1-oxospiro[3H-isoquinoline-4,1'-cyclopentane]-2-yl)acetic acid BrC=1C=C2C(=CC1)C(N(CC21CCCC1)CC(=O)O)=O